6-methoxy-2-methyl-N-(1H-pyrazolo[3,4-d]pyrimidin-6-yl)-1,2,3,4-tetrahydroisoquinolin-7-amine COC=1C=C2CCN(CC2=CC1NC1=NC=C2C(=N1)NN=C2)C